C1(=CCCC1)C=O 1-cyclopentene-formaldehyde